C1(CCCCC1)N1C(N(C2=C1C=CC(=C2)C(=O)NCC2=CC(=NO2)C)CC2CC2)=O 1-Cyclohexyl-3-(cyclopropylmethyl)-N-((3-methylisoxazol-5-yl)methyl)-2-oxo-2,3-dihydro-1H-benzo[d]imidazol-5-carboxamid